CC(C(C)(C)Cl)C dimethyl-(t-butyl) chloride